C(C1=CC=CC=C1)N(C(O)=O)C1=CC(=NN1C(C)(C)C)[C@@H]1C[C@@H](CC1)N1C(C2=CC=CC=C2C1=O)=O.C(C)(C)NC(=O)N[C@@H]1C[C@@H](CC1)C1=CC(=NN1)NC1=NC=CC=N1 1-isopropyl-3-((1S,3R)-3-(3-(pyrimidin-2-ylamino)-1H-pyrazol-5-yl)cyclopentyl)urea benzyl-cis-(1-(tert-butyl)-3-(3-(1,3-dioxoisoindolin-2-yl)cyclopentyl)-1H-pyrazol-5-yl)carbamate